CCCCCCCCC(CCCCCCCC)OC(C(CCSCCC(OCCCCCCCCCCCCCC)=O)C(NC1CCN(CC1)C)=O)=O.C(C)(=O)OC=1C=C(C=C)C=C(C1)OC(C)=O 3,5-diacetoxystyrene heptadecane-9-yl-2-((1-methylpiperidin-4-yl)carbamoyl)-4-((3-oxo-3-(tetradecyloxy)propyl)thio)butanoate